pyridazin-1-ol N1(NC=CC=C1)O